COC1=CC=C(CNC2=C3C(N(C(=NC3=CC(=C2)C)C)C2C(NC(CC2)=O)=O)=O)C=C1 3-(5-((4-methoxybenzyl)amino)-2,7-dimethyl-4-oxoquinazolin-3(4H)-yl)piperidine-2,6-dione